8-(4-Bromophenyl)-5-fluoro-9-(1-methyl-1H-1,2,4-triazol-5-yl)-2,7,8,9-tetrahydro-3H-pyrido[4,3,2-de]phthalazin-3-one BrC1=CC=C(C=C1)C1C(C2=NNC(C=3C=C(C=C(C23)N1)F)=O)C1=NC=NN1C